OCC1=CC2=C(NC(C(N2C)=O)=O)N=C1 7-(hydroxymethyl)-1-methyl-2,3-dioxo-2,3-dihydropyrido[2,3-b]pyrazine